CN1N=C(C2=CC=C(C=C12)N1C[C@H](NCC1)C)C1C(NC(CC1)=O)=O 3-(1-methyl-6-((R)-3-methylpiperazin-1-yl)-1H-indazol-3-yl)piperidine-2,6-dione